ClC=1N=CC2=C(C=CC(=C2C1)C(C)C)N1CC(C1)C[S@](=O)CCC1CC1 (R)-3-chloro-8-(3-(((cyclopropylmethylmethyl)sulfinyl)methyl)azetidin-1-yl)-5-Isopropylisoquinoline